C(CCC)OCCC(=O)[O-] 3-butoxy-propionate